1,5-diazabicyclo[4.4.0]decene-5-ene tetraphenylborate C1(=CC=CC=C1)[B-](C1=CC=CC=C1)(C1=CC=CC=C1)C1=CC=CC=C1.N12C=CCN=C2CCCC1